CS(=O)(=O)C1=C(C=C(C=N1)NC(=O)C=1C=NNC1C(F)(F)F)C(F)(F)F N-(6-(methylsulfonyl)-5-(trifluoromethyl)pyridin-3-yl)-5-(trifluoromethyl)-1H-pyrazole-4-carboxamide